(1R,3aS,10aR)-5-fluoro-1-[(1E,3ξ)-3-hydroxy-3-(1-phenylcyclopropyl)-1-propen-1-yl]-2,3,3a,9,10,10a-hexahydro-1H-benzo[b]cyclopenta[f]oxepin-6-carboxylic acid FC1=C(C=CC2=C1O[C@@H]1[C@H](CC2)[C@H](CC1)\C=C\C(C1(CC1)C1=CC=CC=C1)O)C(=O)O